C([C@H](O)C)(=O)O |r| (R)- and (S)-lactic acid